C(CCC)[Sn](C1=CC(=C(S1)C=1SC(=CC1)C=1SC=CC1C)C)(CCCC)CCCC Tributyl(3,3''-dimethyl-[2,2':5',2''-terthiophen]-5-yl)stannane